(S)-4-(5-(3-((2-((S)-3-carboxybutanoyl)-4,7-difluoro-6-methoxyisoindolin-5-yl)oxy)propoxy)-7-chloro-6-hydroxybenzo[b]thiophen-2-yl)-2-methyl-4-oxobutanoic acid C(=O)(O)[C@H](CC(=O)N1CC2=C(C(=C(C(=C2C1)F)OCCCOC1=CC2=C(SC(=C2)C(C[C@@H](C(=O)O)C)=O)C(=C1O)Cl)OC)F)C